NC=1SC2=C(N1)C=CC(=C2)N(C(NC2=CC=C(C=C2)CC(=O)N)=O)CCN2CCOCC2 (4-{3-(2-aminobenzo[d]thiazol-6-yl)-3-[2-(4-morpholinyl)ethyl]ureido}phenyl)acetamide